Tert-butyl (14-(1-(2,6-dioxopiperidin-3-yl)-3-methyl-2-oxo-2,3-dihydro-1H-benzo[d]imidazol-4-yl)-3,6,9,12-tetraoxatetradecyl)carbamate O=C1NC(CCC1N1C(N(C2=C1C=CC=C2CCOCCOCCOCCOCCNC(OC(C)(C)C)=O)C)=O)=O